COC(C1=CC=C(C=C1)CN)=O.BrCC1=CC2=CC=CC=C2C=C1 2-(bromomethyl)naphthalene methyl-4-(aminomethyl)benzoate